FC=1C(=CC2=C(C(NC=3CNCC(C23)N(C(=O)NC2=CC(=C(C=C2)F)C(F)F)C)=O)C1)F 1-(8,9-difluoro-6-oxo-1,2,3,4,5,6-hexahydrobenzo[c][1,7]naphthyridin-1-yl)-3-(3-(difluoromethyl)-4-fluorophenyl)-1-methylurea